FC1=C(C=CC(=C1)C(F)(F)F)NC(=O)[C@H]1[C@@H]([C@H](CCC1)C1=C(C=C(C=C1)C(F)(F)F)CO)C(=O)O |r| rac-(1R,2R,6S)-2-((2-fluoro-4-(trifluoromethyl)phenyl)carbamoyl)-6-(2-(hydroxymethyl)-4-(trifluoromethyl)phenyl)cyclohexane-1-carboxylic acid